4-(2-bromo-5-(3-methoxy-4-phenyl-1H-pyrazol-1-yl)pyrazolo[1,5-a]pyrimidin-7-yl)morpholine BrC1=NN2C(N=C(C=C2N2CCOCC2)N2N=C(C(=C2)C2=CC=CC=C2)OC)=C1